ClC=1C(=CC(=C(C1)C1=C(C=C2C(NC(N3C2=C1SC[C@H](C3)OCCN(CC)CC)=O)=O)C(F)(F)F)F)F (3S)-11-(5-chloro-2,4-difluorophenyl)-3-(2-(diethylamino)ethoxy)-10-(trifluoromethyl)-3,4-dihydro-2H,6H-[1,4]thiazepino[2,3,4-ij]quinazoline-6,8(7H)-dione